((5-methoxypyrimidin-2-yl)methylsulfonyl)-4H-1,2,4-triazole-3-carboxamide COC=1C=NC(=NC1)CS(=O)(=O)N1C(=NN=C1)C(=O)N